C(C)(C)(C)C1=CC=C(C(=N1)NC1=CC=C(C=C1)CO)[N+](=O)[O-] (4-((6-(tert-butyl)-3-nitropyridin-2-yl)amino)phenyl)methanol